(4-aminophenyl)-5-aminobenzazole NC1=CC=C(C=C1)C=1NC2=C(C1)C=C(C=C2)N